FC=1C=2N(C=C(C1)N=C(C1=CC=CC=C1)C1=CC=CC=C1)C=CN2 N-(8-fluoroimidazo[1,2-a]pyridin-6-yl)-1,1-diphenylmethanimine